1-bromo-4-phenyl-3-butene-2-one BrCC(C=CC1=CC=CC=C1)=O